allyl methyl di(methyl caproate) CC(C(=O)OCC=C)CCCC.CC(C(=O)OC)CCCC